COC(=O)C1=CC=C(C=C1)C1N(CCN(C1)C)C(=O)C1=C2C=CN(C2=CC=C1)C(=O)OCCCC butyl 4-(2-(4-(methoxycarbonyl)phenyl)-4-methylpiperazine-1-carbonyl)-1H-indole-1-carboxylate